C1(CC1)C=1C(=NC=C(C1)NC(C(=O)N1[C@H](CN([C@@H](C1)C)C(=O)C1(CC1)C)C1=CC(=C(C=C1)F)F)=O)NC(OC(C)(C)C)=O tert-butyl (3-cyclopropyl-5-(2-((2S,5R)-2-(3,4-difluorophenyl)-5-methyl-4-(1-methylcyclopropanecarbonyl)piperazin-1-yl)-2-oxoacetamido)pyridin-2-yl)carbamate